2-((2S)-1-acryloyl-4-(2-((R)-2-(dimethylamino)propoxy)-7-(naphthalen-1-yl)-7,8-dihydro-5H-pyrano[4,3-d]pyrimidin-4-yl)piperazin-2-yl)acetonitrile C(C=C)(=O)N1[C@H](CN(CC1)C=1C2=C(N=C(N1)OC[C@@H](C)N(C)C)CC(OC2)C2=CC=CC1=CC=CC=C21)CC#N